FC=1C=C(N)C=CC1OC1=CC=NC2=CC(=CN=C12)OC 3-fluoro-4-((7-methoxy-1,5-naphthyridin-4-yl)oxy)aniline